NC1=NC(=CC(=N1)O)C(C)(F)F 2-amino-6-(1,1-difluoroethyl)pyrimidin-4-ol